ClC1=C(OC(C(=O)O)(C)C)C=CC(=C1)CN1N=CN(C1=O)C1=CC=C(C=C1)OC(F)(F)F 2-(2-Chloro-4-((5-oxo-4-(4-(trifluoromethoxy)phenyl)-4,5-dihydro-1H-1,2,4-triazol-1-yl)methyl)phenoxy)-2-methylpropionic acid